ethyl 2,2-difluoro-2-[[(5S,7S)-7-fluoro-5-phenyl-6,7-dihydro-5H-pyrrolo[1,2-b][1,2,4]triazol-2-yl]sulfanyl]acetate FC(C(=O)OCC)(SC=1N=C2N(N1)[C@@H](C[C@@H]2F)C2=CC=CC=C2)F